COC1=CC=C(C=C1)N(C1=CC=C(C=C1)C1=CC=C(C=C1)N(C1=CC=C(C=C1)OC)C1=CC=C(C=C1)OC)C1=CC=C(C=C1)OC N4,N4,N4',N4'-tetra(4-methoxyphenyl)-[1,1'-biphenyl]-4,4'-diamine